1,2-dibromocyclopentane BrC1C(CCC1)Br